(3-chloro-4-(trifluoromethyl)phenyl)acetonitrile ClC=1C=C(C=CC1C(F)(F)F)CC#N